OCCN1N=C2C=CC(=CC2=C1)C1=NC2=C(N(C1=O)C1=CC=C(C=C1)OC)N=C(C=C2)OCC(F)(F)F 2-(2-(2-hydroxyethyl)-2H-indazol-5-yl)-4-(4-methoxyphenyl)-6-(2,2,2-trifluoroethoxy)pyrido[2,3-b]pyrazin-3(4H)-one